(E)-3-(5-(4-Bromophenyl)furan-2-yl)-1-(1,3-dithian-2-yl)-2-phenylprop-2-en-1-one BrC1=CC=C(C=C1)C1=CC=C(O1)/C=C(/C(=O)C1SCCCS1)\C1=CC=CC=C1